methyl 5-(5-(3-(1-(((2-amino-5-bromophenyl) amino) methyl) cyclopropyl) propoxy)-1-methyl-1H-pyrazol-4-yl)-1-methyl-6-oxo-1,6-dihydropyridine-3-carboxylate NC1=C(C=C(C=C1)Br)NCC1(CC1)CCCOC1=C(C=NN1C)C1=CC(=CN(C1=O)C)C(=O)OC